C(C)(C)(C)C=1N(C2=CC(=C(C=C2C1)B1OC(C(O1)(C)C)(C)C)F)C(=O)OC1CCN(CC1)C=1C=NC(=CC1)N 1-(6-amino-pyridin-3-yl)piperidin-4-ol tert-butyl-6-fluoro-5-(4,4,5,5-tetramethyl-1,3,2-dioxa-borolan-2-yl)-1H-indole-1-carboxylate